FC1=C(C=CC=C1)[C@H](C)N (1S)-1-(2-fluorophenyl)ethanamine